8-(naphthalene-2-yl)benzofurano[3,2-d]pyrimidine C1=C(C=CC2=CC=CC=C12)C=1C=CC2=C(C1)C=1N=CN=CC1O2